tert-Butyl N-(4-nitro-1H-pyrazol-5-yl)carbamate [N+](=O)([O-])C=1C=NNC1NC(OC(C)(C)C)=O